3-bromo-1-(3-chloropyridin-2-yl)-N-(2,4-dichloro-6-(ethylcarbamoyl)phenyl)-N-ethyl-1H-pyrazole-5-carboxamide BrC1=NN(C(=C1)C(=O)N(CC)C1=C(C=C(C=C1C(NCC)=O)Cl)Cl)C1=NC=CC=C1Cl